C(C1=CC=CC=C1)N1C2=C(OCC1)C=CC(=C2)C(CC=C)NC(=O)NC2=CC=C1C=CNC1=C2 1-(1-(4-Benzyl-3,4-dihydro-2H-benzo[b][1,4]oxazin-6-yl)but-3-en-1-yl)-3-(1H-indol-6-yl)urea